3-(4-(2-(allylamino)-4-methylthiazol-5-yl)-5-fluoropyrimidin-2-yl)benzene-1,3-diamine C(C=C)NC=1SC(=C(N1)C)C1=NC(=NC=C1F)C1(CC(=CC=C1)N)N